5-(5-Chloro-2-{[(3S)-3-(morpholin-4-ylmethyl)-3,4-dihydroisoquinolin-2(1H)-yl]carbonyl}phenyl)-1,2-dimethyl-N-(1-methyl-1H-pyrrolo[2,3-B]pyridin-5-yl)-N-phenyl-1H-pyrrole-3-carboxamide ClC=1C=CC(=C(C1)C1=CC(=C(N1C)C)C(=O)N(C1=CC=CC=C1)C=1C=C2C(=NC1)N(C=C2)C)C(=O)N2CC1=CC=CC=C1C[C@H]2CN2CCOCC2